2-(benzylamino)-N-(6-methoxy-2-methylpyridin-3-yl)-5-(trifluoromethyl)-benzamide C(C1=CC=CC=C1)NC1=C(C(=O)NC=2C(=NC(=CC2)OC)C)C=C(C=C1)C(F)(F)F